2-cyclopentylmethyl-3-butenoic acid C1(CCCC1)CC(C(=O)O)C=C